CC1=C(C(NC(=C1)C)=O)CN1C(C=2C(=C3C(=C(C2CC1)C1=CSC=C1)OC(O3)(C)[C@@H]3CC[C@H](CC3)N(C)C)C)=O 6-((4,6-dimethyl-2-oxo-1,2-dihydropyridin-3-yl)methyl)-2-(trans-4-(dimethylamino)cyclohexyl)-2,4-dimethyl-9-(thiophen-3-yl)-7,8-dihydro-[1,3]dioxolo[4,5-g]isoquinolin-5(6H)-one